BrC=1C=CC(=NC1)C1(CN(C1)C(=O)OC(C)(C)C)OS(=O)(=O)C tert-butyl 3-(5-bromopyridin-2-yl)-3-((methylsulfonyl)oxy)azetidine-1-carboxylate